NC1=C2C(=NC=N1)N(N=C2C2=CC=C(C=C2)OC2=CC=CC=C2)C2CCN(CC2)C2CC1CCC(C2)N1C(=O)OC(C)(C)C tert-butyl 3-(4-(4-amino-3-(4-phenoxyphenyl)-1H-pyrazolo[3,4-d]pyrimidin-1-yl)piperidin-1-yl)-8-azabicyclo[3.2.1]octane-8-carboxylate